isopropyl 2,2-dimethylbutanoate CC(C(=O)OC(C)C)(CC)C